C1CSC(=N1)N The molecule is a 1,3-thiazole that is 4,5-dihydro-1,3-thiazole substituted by an amino group at position 2. It is a member of 1,3-thiazoles and a primary amino compound.